N-hydroxy-tetramethyl-piperidineamine ONN1C(C(CCC1)(C)C)(C)C